Cl.C(=C)N(CCNCCC[Si](OC)(OC)OC)CC1=CC=CC=C1 N-(2-(vinylbenzylamino)ethyl)3-aminopropyl-trimethoxysilane hydrogen chloride